C(#N)C1=CC(=C(COC2=C(C#N)C=C(N=C2)N2CCNCC2)C=C1)F ((4-cyano-2-fluorobenzyl)oxy)-6-(piperazin-1-yl)isonicotinonitrile